(S)-1-cyano-N-(6-(3,5-dimethylisoxazol-4-yl)thiazolo[4,5-b]pyridin-2-yl)pyrrolidine-3-carboxamide C(#N)N1C[C@H](CC1)C(=O)NC=1SC=2C(=NC=C(C2)C=2C(=NOC2C)C)N1